4-pentene-1-ol C(CCC=C)O